N-ethyl-6-fluoro-5-piperazin-1-yl-pyridine-2-carboxamide C(C)NC(=O)C1=NC(=C(C=C1)N1CCNCC1)F